1-pentyl-3-methylimidazole bromine salt [Br].C(CCCC)N1CN(C=C1)C